COC=1C2=CN=C3C=CC=CC3=C2C=C(C1OC)OC 7,8,9-trimethoxyphenanthridine